N-(2-(2-(2-aminoethoxy)ethoxy)ethyl)-3-(6-(1-(2,2-difluorobenzo[d][1,3]dioxol-5-yl)cyclopropane-1-carboxamido)-3-methylpyridin-2-yl)benzamide NCCOCCOCCNC(C1=CC(=CC=C1)C1=NC(=CC=C1C)NC(=O)C1(CC1)C1=CC2=C(OC(O2)(F)F)C=C1)=O